ClC=1C=C2C(=NC1OC)C(=C(N2C)C=2NC(=NN2)[C@@H](C)N(C)C)N2C=NC=C2 (R)-1-(5-(6-chloro-3-(1H-imidazol-1-yl)-5-methoxy-1-methyl-1H-pyrrolo[3,2-b]-pyridin-2-yl)-4H-1,2,4-triazol-3-yl)-N,N-dimethylethan-1-amine